C(C)(C)(C)OC(=O)N1C2CN(CC1CC2)C2=NC(=NC1=C(C(=CC=C21)Br)F)OC[C@]21CCCN1C[C@@H](C2)F tert-butyl-3-(7-bromo-8-fluoro-2-(((2R,7aS)-2-fluorotetrahydro-1H-pyrrolizin-7a(5H)-yl)methoxy)quinazolin-4-yl)-3,8-diazabicyclo[3.2.1]octane-8-carboxylate